3-(5-Bromo-6-methoxy-2-naphthyl)pyridine BrC1=C2C=CC(=CC2=CC=C1OC)C=1C=NC=CC1